(9R,13S)-13-{4-[5-chloro-2-(1H-pyrazol-4-yl)phenyl]-6-oxo-1,6-dihydropyrimidin-1-yl}-3,9-dimethyl-3,4,7,15-tetraazatricyclo[12.3.1.02,6]Octadecan-1(18),2(6),4,14,16-pentaen-8-one ClC=1C=CC(=C(C1)C=1N=CN(C(C1)=O)[C@H]1CCC[C@H](C(NC=2C=NN(C2C=2C=CN=C1C2)C)=O)C)C=2C=NNC2